C(CCC)N1N=C(C=C1CC1=NC=C(C=N1)Cl)C(F)(F)Cl 2-[[2-butyl-5-[chloro(difluoro)methyl]pyrazol-3-yl]methyl]-5-chloro-pyrimidine